5-formyl-1-methyl-1,2,3,4-tetrahydroisoquinoline-2-carboxylic acid tert-butyl ester C(C)(C)(C)OC(=O)N1C(C2=CC=CC(=C2CC1)C=O)C